C(C)(C)(C)OC(=O)N1C(CC1)CC1=C(C=CC(=C1)C(=O)OCC)C (5-(ethoxycarbonyl)-2-methylbenzyl)azetidine-1-carboxylic acid tert-butyl ester